[N+](=O)([O-])C1=C(C(=O)N)C=C(C=C1)OCCCC1=CC=NC=C1 2-nitro-5-(3-pyridin-4-yl-propoxy)-benzamide